ClC1=C(C(=CC=C1)Cl)C=1C(N=CN2N=C(C(=CC21)C2=CC=NC=C2)OC2=C(C=C(C=C2)F)F)=O 5-(2,6-dichlorophenyl)-2-(2,4-difluorophenoxy)-3-(pyridin-4-yl)-6H-pyrimido[1,6-b]pyridazin-6-one